8-(2-(4H-1,2,4-triazol-4-yl)ethoxy)-N-(2-((3S,4R)-3-fluoro-4-methoxypiperidin-1-yl)pyrimidin-4-yl)-5-isopropylisoquinolin-3-amine N=1N=CN(C1)CCOC=1C=CC(=C2C=C(N=CC12)NC1=NC(=NC=C1)N1C[C@@H]([C@@H](CC1)OC)F)C(C)C